OC1=C(C=CC=C1)C1=CC(=CN=N1)N1CCC(CC1)(C(=O)N1CCN(CC1)CCCC(=O)O)C1=CC=CC=C1 4-(4-{1-[6-(2-hydroxyphenyl)pyridazin-4-yl]-4-phenylpiperidine-4-carbonyl}piperazin-1-yl)butanoic acid